((4-cyclopropyl-6-((3'-(4-cyclopropyl-5-((3-hydroxy-3-methylazetidin-1-yl)methyl)picolinamido)-2,2'-dimethyl-[1,1'-biphenyl]-3-yl)carbamoyl)pyridin-3-yl)methyl)-D-serine C1(CC1)C1=C(C=NC(=C1)C(NC=1C(=C(C=CC1)C1=C(C(=CC=C1)NC(C1=NC=C(C(=C1)C1CC1)CN1CC(C1)(C)O)=O)C)C)=O)CN[C@H](CO)C(=O)O